(1E)-1-Nonen-1-yl-4(1H)-quinolinone C(=C\CCCCCCC)/N1C=CC(C2=CC=CC=C12)=O